2-methoxy-pyrimido[5,4-d]Pyrimidine-6,8-dione COC=1N=CC2=C(N1)C(NC(N2)=O)=O